N=1NN=NC1C1=NC=CC(=C1)C=1SC(=C(N1)C)C(=O)OCC ethyl 2-(2-(2H-tetrazol-5-yl) pyridin-4-yl)-4-methylthiazole-5-carboxylate